O(I)I.[Bi].[Ba] barium bismuth oxyiodide